2-Acrylamidobutansulfonat C(C=C)(=O)NC(CS(=O)(=O)[O-])CC